N1=CC(=CC=C1)C=1NC=CC1C(=O)N 2-(pyridin-3-yl)-1H-pyrrole-3-carboxamide